(2R)-1,4-dioxan O1CCOCC1